CC12C=C(CC(CC1)(N2C(=O)OC(C)(C)C)C)O[Si](C)(C)C tert-butyl 1,5-dimethyl-3-((trimethylsilyl) oxy)-8-azabicyclo[3.2.1]oct-2-ene-8-carboxylate